BrC(C(=O)OCC)CCCC(C(=O)OCC)Br diethyl 2,6-dibromopimelate